(6-(1-hydroxy-2-methyl-2-(5-Methylpyrimidin-2-yl)propyl)pyridin-3-yl)carbamate OC(C(C)(C1=NC=C(C=N1)C)C)C1=CC=C(C=N1)NC([O-])=O